Pentacos-1-ene C=CCCCCCCCCCCCCCCCCCCCCCCC